FC1=C(C#N)C=CC(=C1)C=1N=C(N(C(C1C=1C=C2C=NN(C2=CC1)C)=O)C)N1CCC(CC1)NC 2-fluoro-4-[1-methyl-2-[4-(methylamino)piperidin-1-yl]-5-(1-methylindazol-5-yl)-6-oxopyrimidin-4-yl]benzonitrile